N-(3-cyclobutyl-7-(4-fluorophenyl)pyrazolo[1,5-a]pyridin-2-yl)-3-hydroxy-3-methylbutanamide C1(CCC1)C=1C(=NN2C1C=CC=C2C2=CC=C(C=C2)F)NC(CC(C)(C)O)=O